(1R,4S,12aR)-N-(3-chlorophenylmethyl)-7-hydroxy-6,8-dioxo-1,2,3,4,6,8,12,12a-octahydro-1,4-methanodipyrido[1,2-a:1',2'-d]pyrazine-9-carboxamide ClC=1C=C(C=CC1)CNC(=O)C=1C(C(=C2N(C[C@@H]3N(C2=O)[C@H]2CC[C@@H]3C2)C1)O)=O